C1(=CC=CC=C1)C=1C2=C(NN1)CN(C2)C#N 3-phenyl-4,6-dihydropyrrolo[3,4-c]pyrazole-5(1H)-carbonitrile